(4aR,8aS)-6-[(1R,5S,6r)-6-[1-(4-Fluorophenyl)pyrazol-3-yl]-3-azabicyclo[3.1.0]hexan-3-carbonyl]-4,4a,5,7,8,8a-hexahydropyrido[4,3-b][1,4]oxazin-3-on FC1=CC=C(C=C1)N1N=C(C=C1)C1[C@H]2CN(C[C@@H]12)C(=O)N1C[C@@H]2[C@@H](OCC(N2)=O)CC1